(3-benzyl-4-chloro-1,2,3-oxadiazol-3-ium-5-yl)((3-(trifluoromethyl)phenyl)carbamoyl)amide C(C1=CC=CC=C1)[N+]1=NOC(=C1Cl)[N-]C(NC1=CC(=CC=C1)C(F)(F)F)=O